C(N)(O[C@@H]1[C@H](C=CC=C(C(NC2=CC(C(=C(C[C@H](C[C@@H]([C@@H]([C@H](C=C1C)C)O)OC)C)C2=O)N)=O)=O)C)OC)=O (8S,9S,12S,13R,14S,16R)-19-amino-13-hydroxy-8,14-dimethoxy-4,10,12,16-tetramethyl-3,20,22-trioxo-2-azabicyclo[16.3.1]docosa-1(21),4,6,10,18-pentaen-9-yl carbamate